ClC1=CC(=C(COC2=CC=CC(=N2)C2CCN(CC2)CC2=NC=3C(=NC=C(C3)C(=O)O)N2CC2OCC2)C=C1)F (4-(6-((4-chloro-2-fluorobenzyl)oxy)pyridin-2-yl)piperidin-1-yl)methyl-3-(oxetan-2-ylmethyl)-3H-imidazo[4,5-b]pyridine-6-carboxylic acid